ClC=1C=CC(=C(C=O)C1)OC(C)C 5-chloro-2-isopropoxybenzaldehyde